tert-butyl (trans)-4-hydroxycyclohexane-1-carboxylate O[C@@H]1CC[C@H](CC1)C(=O)OC(C)(C)C